1-(2-methoxyethyl)-4-[4-(4,4,5,5-tetramethyl-1,3,2-dioxaborolan-2-yl)-3,6-dihydro-2H-pyran-6-yl]pyrazole COCCN1N=CC(=C1)C1C=C(CCO1)B1OC(C(O1)(C)C)(C)C